C(=O)OC1=C(C(=CC(=C1)C=1C=NNC1)F)C=1N=C2N(C=CC(=N2)C=2CC(NC(C2)(C)C)(C)C)C1 3-fluoro-5-(1H-pyrazol-4-yl)-2-(7-(2,2,6,6-tetramethyl-1,2,3,6-tetrahydropyridin-4-yl)imidazo[1,2-a]pyrimidin-2-yl)phenol formate